CC(CCOCC(=O)OCC=C)C 3-methylbutoxy-acetic acid, 2-propenyl ester